2-amino-4-[4-(2-hydroxyethoxy)phenyl]-6-sulfanyl-pyridine-3,5-dicarbonitrile NC1=NC(=C(C(=C1C#N)C1=CC=C(C=C1)OCCO)C#N)S